2-(11-cyclobutyl-1,9-diazatricyclo[6.3.1.04,12]dodeca-2,4,6,8(12)-tetraen-2-yl)-7-fluoro-1-methyl-benzimidazole-5-carboxylic acid methyl ester COC(=O)C1=CC2=C(N(C(=N2)C=2N3C(CNC=4C=CC=C(C2)C34)C3CCC3)C)C(=C1)F